Br.BrCC1=NC=CC=C1 2-(bromomethyl)pyridine HBr